1,1-bis(4-acryloxydiethoxyphenyl)methane C(C=C)(=O)OC1=C(C(=C(C=C1)CC1=C(C(=C(C=C1)OC(C=C)=O)OCC)OCC)OCC)OCC